Cl.FC1=CC=C(C=C1)C1=CC=C2C=C(NC2=C1)C(=O)NCCNC1CNCC1 6-(4-fluorophenyl)-N-(2-(pyrrolidin-3-ylamino)ethyl)-1H-indole-2-carboxamide hydrogen chloride salt